C(C=C)(=O)N1CC2=CC=CC(=C2CC1)C1=C2C(=C(NC2=C(C(=C1F)F)C(=O)N)C)F 4-(2-acryloyl-1,2,3,4-tetrahydroisoquinolin-5-yl)-3,5,6-trifluoro-2-methyl-1H-indole-7-carboxamide